TrIFluoroethene FC=C(F)F